C(C)(=O)OCC=1NC(=C(C(C1C(=O)OCC)C1=C(C(=CC(=C1)F)F)C(C)F)C(=O)OC)C 3-ethyl 5-methyl 2-(acetoxymethyl)-4-(3,5-difluoro-2-(1-fluoroethyl)phenyl)-6-methyl-1,4-dihydropyridine-3,5-dicarboxylate